O=C1NC(CCC1N1C(C2=CC=C(C=C2C1=O)NS(=O)(=O)C1=C(OC(=C1)C)C)=O)=O N-(2-(2,6-dioxo-piperidin-3-yl)-1,3-dioxoisoindolin-5-yl)-2,5-dimethylfuran-3-sulfonamide